N-[2-[2-(2-methoxyethoxy)ethoxy]-ethyl]-2-(2-methyl-1,3-thiazol-4-yl)acetamide COCCOCCOCCNC(CC=1N=C(SC1)C)=O